3-(2-methylpyrimidin-5-yl)-3-(5-(3-((R)-1,2,3,4-tetrahydro-1,8-naphthyridin-2-yl)propyl)-1H-pyrazol-1-yl)propanoic acid CC1=NC=C(C=N1)C(CC(=O)O)N1N=CC=C1CCC[C@H]1NC2=NC=CC=C2CC1